FC1=C(CN2CCC3(CN(C3)C(=O)N3CC4(C3)NC(CC4)=O)CC2)C=CC(=C1)C(F)(F)F 2-[7-[2-fluoro-4-(trifluoromethyl)benzyl]-2,7-diazaspiro[3.5]nonane-2-carbonyl]-2,5-diazaspiro[3.4]octan-6-one